[Ca].OC=1C(=CC2=CC=CC=C2C1N=NC1=C(C=C(C=C1)C)S(=O)(=O)O)C(=O)O 3-hydroxy-4-[(4-methyl-2-sulfophenyl)azo]-2-naphthoic acid calcium